γ-butylene carbonate C1(OCCCCO1)=O